(S)-6-((1-((4-Amino-3-hydroxy-2-methylbutan-2-yl)sulfonyl)cyclopropyl)methyl)-N-(4-chlorobenzyl)-1-methyl-7-oxo-4,5,6,7-tetrahydro-1H-pyrazolo[3,4-c]pyridine-3-carboxamide NC[C@@H](C(C)(C)S(=O)(=O)C1(CC1)CN1C(C2=C(CC1)C(=NN2C)C(=O)NCC2=CC=C(C=C2)Cl)=O)O